C(C)OC=1C=C(C=2N(C1)N=C1C2C=NN1)C1CCC(CC1)(C(=O)N[C@@H](C)C=1C=NC(=CC1)N1N=CC(=C1)F)OC (1S,4R)-4-(6-ethoxy-1H-pyrazolo[3',4':3,4]pyrazolo[1,5-a]pyridin-4-yl)-N-((S)-1-(6-(4-fluoro-1H-pyrazol-1-yl)pyridin-3-yl)ethyl)-1-methoxycyclohexane-1-carboxamide